C(C1=CC=CC=C1)OCC=1N(C=C(N1)C=1C=C(C(=NC1)N)C(F)(F)F)C12CC(C1)(C2)N2CCC(CC2)(F)F 5-(2-((benzyloxy)methyl)-1-(3-(4,4-difluoropiperidin-1-yl)bicyclo-[1.1.1]pentan-1-yl)-1H-imidazol-4-yl)-3-(trifluoromethyl)pyridin-2-amine